C(C)(C)N1CC=2C=NC(=CC2C1)C(N)=N 2-isopropyl-2,3-dihydro-1H-pyrrolo[3,4-c]pyridine-6-carboximidamide